1-(5-methoxyisochroman-1-yl)-N-methyl-methylamine COC1=C2CCOC(C2=CC=C1)CNC